ClC=1C=C(C=CC1N1N=CC=N1)NC(=O)C=1C=NN(C1C(F)(F)F)C1=C2C=CNC(C2=CC=C1)=O N-(3-chloro-4-(2H-1,2,3-triazol-2-yl)phenyl)-1-(1-oxo-1,2-dihydroisoquinolin-5-yl)-5-(trifluoromethyl)-1H-pyrazole-4-carboxamide